Alpha-naphthaloyl isothiocyanate C1(=CC=CC2=CC=CC=C12)C(=O)N=C=S